C(C)(=O)NC=1C=C(C=CC1)C1(C2CNC(C2=C(C=C1)O)=O)CC(C(=O)N)=C 2-{[4-(3-acetamidophenyl)-7-hydroxy-1-oxo-2,3-dihydro-1H-isoindol-4-yl]methyl}prop-2-enamide